isopropylideneBisphenol-a C(C)(C)=CC(C1=CC=C(O)C=C1)(C)C1=CC=C(C=C1)O